CC=1OC(=C(N1)C1=CC(=C(C=C1)NC=1N=CC2=C(N1)C(=NC(=C2)C)N2CC1(CCOC1)CC2)OCC)C N-(4-(2,5-dimethyloxazol-4-yl)-2-ethoxyphenyl)-6-methyl-8-(2-oxa-7-azaspiro[4.4]nonan-7-yl)pyrido[3,4-d]pyrimidin-2-amine